3,5-di-tert-butyl-4-hydroxybenzylsulfonate C(C)(C)(C)C=1C=C(CS(=O)(=O)[O-])C=C(C1O)C(C)(C)C